C(C)(C)N1C(C(=CC(=C1)C(F)(F)F)N=C=S)=O 1-isopropyl-3-isothiocyanato-5-(trifluoromethyl)pyridin-2(1H)-one